CN(C(CN1N=CC(=C1)C1=NC2=CC=CC=C2C(=C1)C1(CC1)C=1C(=C(C(=O)N)C=CC1COCC1=NC=CC=C1)C)=O)C (1-(2-(1-(2-(dimethylamino)-2-oxoethyl)-1H-pyrazol-4-yl)quinolin-4-yl)cyclopropyl)-2-methyl-4-((pyridin-2-ylmethoxy)methyl)benzamide